tri-m-cresol phosphate P(=O)(O)(O)O.C1=C(C=CC=C1O)C.C1=C(C=CC=C1O)C.C1=C(C=CC=C1O)C